C(N)(=O)C1=CC=C(C=N1)NC(=O)NC(CC(=O)O)C1=CC=CC=C1 3-{[(6-carbamoylpyridin-3-yl)carbamoyl]amino}-3-phenylpropanoic acid